1-(3-methyl-oxetan-3-yl)piperazine CC1(COC1)N1CCNCC1